C(N)(=O)C=1C=C(C=CC1F)NC(=O)[C@@H]1O[C@]([C@H]([C@H]1C1=C(C(=C(C=C1)F)F)OC(F)F)C)(C(F)(F)F)C (2R,3S,4S,5R)-N-(3-carbamoyl-4-fluorophenyl)-3-(2-(difluoromethoxy)-3,4-difluorophenyl)-4,5-dimethyl-5-(trifluoromethyl)tetrahydrofuran-2-carboxamide